C(#N)C1=C(C=C(C=C1)NC([C@@](CN1N=CN=C1)(C)O)=O)C(F)(F)F (S)-N-(4-Cyano-3-(trifluoromethyl)phenyl)-2-hydroxy-2-methyl-3-(1H-1,2,4-triazol-1-yl)propanamide